3-oxo-N-(benzenesulfonyl)butanamide methyl-2-[2-chloro-4-(4-chlorophenoxy)phenyl]-2-hydroxy-3-(1H-1,2,4-triazol-1-yl)propanoate COC(C(CN1N=CN=C1)(O)C1=C(C=C(C=C1)OC1=CC=C(C=C1)Cl)Cl)=O.O=C(CC(=O)NS(=O)(=O)C1=CC=CC=C1)C